3-(3-((R)-2,3-dihydro-1H-inden-1-yl)ureido)propanoic acid [C@H]1(CCC2=CC=CC=C12)NC(NCCC(=O)O)=O